BrC1=CC(=NC=C1)NC(=O)CCN(C(OC(C)(C)C)=O)CCCNS(=O)(=O)C Tert-Butyl N-{2-[(4-Bromopyridin-2-Yl)Carbamoyl]Ethyl}-N-(3-Methanesulfonamidopropyl)Carbamate